C(C)(=O)N1CC[C@@H]2N(C([C@H](C1)NC(=O)C1=CC3=C(S1)C=CC(=C3)C(F)(F)P(O)(O)=O)=O)[C@@H](CC2)C(=O)N2CC(OCC2)C2=CC(=CC=C2)Cl ((2-(((5S,8S,10aR)-3-acetyl-8-(2-(3-chlorophenyl)morpholine-4-carbonyl)-6-oxodecahydropyrrolo[1,2-a][1,5]diazocin-5-yl)carbamoyl)benzo[b]thiophen-5-yl)difluoromethyl)phosphonic acid